C(=O)(CCCCCCCCC)OCCCCCCOC(=O)CCCCCCCCC 1,6-hexanediol dicaprate